2-((S)-1-acryloyl-4-((R)-4-chloro-2'-(((S)-1-methylpyrrolidin-2-yl)methoxy)-3-(trifluoromethyl)-5',8'-dihydro-6'H-spiro[indene-1,7'-quinazolin]-4'-yl)piperazin-2-yl)acetonitrile C(C=C)(=O)N1[C@H](CN(CC1)C1=NC(=NC=2C[C@]3(CCC12)C=C(C1=C(C=CC=C13)Cl)C(F)(F)F)OC[C@H]1N(CCC1)C)CC#N